C(C)(C)(C)C1=NN(C=2C=3N(CCCC21)N=C2C3CNCC2)C tert-butyl-1-methyl-4,5,6,9,10,12-hexahydropyrazolo[3,4-c]pyrido[4',3':3,4]pyrazolo[1,5-a]azepine